C(C1=CC=CC=C1)(=O)OCC1COC2(C1)CCN(CC2)C2=CC=C(C=C2)C=2C(=NC(=CC2)OCC2=CC=CC=C2)OCC2=CC=CC=C2 (8-(4-(2,6-bis(benzyloxy)pyridin-3-yl)phenyl)-1-oxa-8-azaspiro[4.5]decan-3-yl)methyl benzoate